NCC#CC1=C(C=C(C=C1)NC(CCCCCCCNC(C[C@H]1C=2N(C3=C(C(=N1)C1=CC=C(C=C1)Cl)C(=C(S3)C)C)C(=NN2)C)=O)=O)CO (S)-N-(4-(3-aminoprop-1-yn-1-yl)-3-(hydroxymethyl)phenyl)-8-(2-(4-(4-chlorophenyl)-2,3,9-trimethyl-6H-thieno[3,2-f][1,2,4]triazolo[4,3-a][1,4]diazepin-6-yl)acetamido)octanamide